(2S)-4-[5-[3-[2-[(3S)-4-(2-aminoethoxy)-3-methyl-4-oxo-butanoyl]-4-fluoro-6-methoxy-benzothiophen-5-yl]oxypropoxy]-4-fluoro-6-methoxy-isoindolin-2-yl]-2-methyl-4-oxo-butanoic acid NCCOC([C@H](CC(=O)C=1SC2=C(C1)C(=C(C(=C2)OC)OCCCOC=2C(=C1CN(CC1=CC2OC)C(C[C@@H](C(=O)O)C)=O)F)F)C)=O